C12NCC(C1N1C=NC=3C(=NC=4C(=C(C(=CC4C31)C=3C=NNC3)C3=CC(=CC1=CC=CC=C31)O)F)N3CC(C3)N(C)C)C2 4-(1-((endo)-2-azabicyclo[2.1.1]hexan-5-yl)-4-(3-(dimethylamino)azetidin-1-yl)-6-fluoro-8-(1H-pyrazol-4-yl)-1H-imidazo[4,5-c]quinolin-7-yl)naphthalen-2-ol